BrC1=CC=C(C=C1)[C@H]1CN(CC1)C1=CC(=C(C#N)C=C1)C(F)(F)F (s)-4-(3-(4-bromophenyl)pyrrolidin-1-yl)-2-(trifluoro-methyl)benzonitrile